NC=1C2=C(N=C(N1)Cl)N(C=C2C2=NN(C=C2)C)[C@H]2[C@@H]([C@@H]([C@H](C2)C2=CC(=CC=C2)OC)O)O (1R,2S,3R,5R)-3-(4-amino-2-chloro-5-(1-methyl-1H-pyrazol-3-yl)-7H-pyrrolo[2,3-d]pyrimidin-7-yl)-5-(3-methoxyphenyl)cyclopentane-1,2-diol